C(C)OC(CC1CCN(CCC1)C(=O)OC(C)(C)C)=O tert-butyl 4-(2-ethoxy-2-oxoethyl)azepane-1-carboxylate